C1(CCCCC1)C(=O)N1CCN(CC1)C(=O)N1C(NC2=CC=C(C=C2C1=O)F)=O 3-(4-(Cyclohexylcarbonyl)piperazine-1-carbonyl)-6-fluoroquinazoline-2,4(1H,3H)-dione